CC1=C(C(=CC=C1)C)C=1C2=C(N=CN1)C(CC2)(C2=CC=CC=C2)C 4-(2,6-dimethylphenyl)-7-methyl-7-phenyl-5,6-dihydrocyclopenta[d]pyrimidin